disodium N1-methyl-2-methylsulfanyl-5'-inosinate CN1C(C=2N=CN([C@H]3[C@H](O)[C@H](O)[C@@H](C(O)C(=O)[O-])O3)C2N=C1SC)=O.[Na+].[Na+].CN1C(C=2N=CN([C@H]3[C@H](O)[C@H](O)[C@@H](C(O)C(=O)[O-])O3)C2N=C1SC)=O